Trans-(4-((4-(2-chloro-5-(2,2-dichloro-3-(3,4-dichlorophenyl)-cyclopropane-1-carboxamido)benzamido)-3-methylphenyl)amino)-4-oxobutyl)carbamic acid tert-butyl ester C(C)(C)(C)OC(NCCCC(=O)NC1=CC(=C(C=C1)NC(C1=C(C=CC(=C1)NC(=O)[C@@H]1C([C@H]1C1=CC(=C(C=C1)Cl)Cl)(Cl)Cl)Cl)=O)C)=O